2-(3,4-dimethoxyphenyl)-5-fluoro-6-(r-isobutyl-[1,4'-bipiperidin]-4-yl)-1H-benzo[d]imidazole COC=1C=C(C=CC1OC)C1=NC2=C(N1)C=C(C(=C2)F)C2C[C@H](N(CC2)C2CCNCC2)CC(C)C